octadecyl(1,7,7-trimethylbicyclo[2.2.1]heptan-2-yl)sulfane C(CCCCCCCCCCCCCCCCC)SC1C2(CCC(C1)C2(C)C)C